C(#N)N1C[C@]2(CC2C1)NC(=O)C1=NNC(=C1)C=1C=NC=CC1OC1=CC=C(C=C1)F N-((1R)-3-Cyano-3-azabicyclo[3.1.0]hexan-1-yl)-5-(4-(4-fluorophenoxy)pyridin-3-yl)-1H-pyrazol-3-carboxamid